7-(2-(methoxymethoxy)phenyl)-3-(piperazin-1-yl)-5,6,7,8-tetrahydroimidazo[1,2-a]pyrazine-2-carbonitrile COCOC1=C(C=CC=C1)N1CC=2N(CC1)C(=C(N2)C#N)N2CCNCC2